N12CN3CN(CN(C1)C3)C2 1,3,5,7-Tetraazaadamantan